N-[(6-Amino-2-pyridyl)sulfonyl]-2-[(1S,4R)-3-azabicyclo[2.2.1]heptan-3-yl]-6-(3-fluoro-5-isobutoxyphenyl)pyridin-3-carboxamid NC1=CC=CC(=N1)S(=O)(=O)NC(=O)C=1C(=NC(=CC1)C1=CC(=CC(=C1)OCC(C)C)F)N1C[C@H]2CC[C@@H]1C2